Cl.Cl.N(=NC(C(NC1=CC=CC=C1)=N)(C)C)C(C(NC1=CC=CC=C1)=N)(C)C azobis(2-methyl-N-phenylpropanimidamide) dihydrochloride